C12(C(CC(CC1)C2(C)C)CC(=O)[O-])C camphylacetate